cinnamaldehyde-d C(C(=CC1=CC=CC=C1)[2H])=O